C12CC(CC2C1)NC1=NN2C(C(=N1)OC)=C(C=C2)C=2C=C(C=1N(C2)C(=CN1)C(=O)NC)F 6-(2-(bicyclo[3.1.0]hexane-3-ylamino)-4-methoxypyrrolo[2,1-f][1,2,4]triazin-5-yl)-8-fluoro-N-methylimidazo[1,2-a]pyridine-3-carboxamide